2,6-di-tertbutylphenol C(C)(C)(C)C1=C(C(=CC=C1)C(C)(C)C)O